2-cyclohexyl-4-(4-tert-butylphenyl)quinoline C1(CCCCC1)C1=NC2=CC=CC=C2C(=C1)C1=CC=C(C=C1)C(C)(C)C